NC=1C(=C(C(=C(C(=O)O)C1)F)F)F 5-amino-2,3,4-trifluoro-benzoic acid